7-Bromo-1,4-dimethyl-indoline-2,3-dione BrC=1C=CC(=C2C(C(N(C12)C)=O)=O)C